3,4-dimethoxyphenylacetyl-pyrrolidineacetic acid COC=1C=C(C=CC1OC)CC(=O)C1N(CCC1)CC(=O)O